4-amino-2,6-dimethylpyridine NC1=CC(=NC(=C1)C)C